4-methyl-3-penten-2-one CC(=CC(C)=O)C